(S)-4-amino-7-fluoro-N-methyl-N-(6-(trifluoromethyl)-2,3-dihydrobenzofuran-3-yl)imidazo[1,5-a]quinoxaline-8-carboxamide NC=1C=2N(C3=CC(=C(C=C3N1)F)C(=O)N([C@@H]1COC3=C1C=CC(=C3)C(F)(F)F)C)C=NC2